FC1=C(C=CC(=C1)S(=O)(=O)C1=CC(=CC=C1)B1OC(C(O1)(C)C)(C)C)NC(OCC1=CC=CC=C1)=O Benzyl N-{2-fluoro-4-[3-(4,4,5,5-tetramethyl-1,3,2-dioxaborolan-2-yl)benzenesulfonyl] phenyl}carbamate